N[C@H](C(=O)O)CC=1C=NC(=CC1)C1=C(C=C(C=C1)C#N)OC=1N(N=C(C1)C1CC1)C (2S)-2-amino-3-[6-[4-cyano-2-(5-cyclopropyl-2-methylpyrazol-3-yl)oxyphenyl]pyridin-3-yl]propanoic acid